1-(1H-indol-4-yl)ethanone 6-chloroguanosine-5'-triphosphate P(O)(=O)(OP(=O)(O)OP(=O)(O)O)OC[C@@H]1[C@H]([C@H]([C@@H](O1)N1C=NC=2C(O)(NC(N)=NC12)Cl)O)O.N1C=CC2=C(C=CC=C12)C(C)=O